CN([C@H]1C(N(CC1)C=1N=CC(=NC1)C(=O)NC=1C=C(C=2N(C1)C=C(N2)C)F)=O)C |o1:2| (R*)-5-(3-(dimethylamino)-2-oxopyrrolidin-1-yl)-N-(8-fluoro-2-methylimidazo[1,2-a]pyridin-6-yl)pyrazine-2-carboxamide